C(CCCCCCC)OC1=CC=C(C=C1)B(O)O 4-(octyloxy)phenylboronic acid